N-((8-fluoro-1,2,3,5,6,7-hexahydro-s-indacen-4-yl)carbamoyl)-4-((3-hydroxyazetidin-1-yl)methyl)-5-methylfuran-2-sulfonimidamide FC=1C=2CCCC2C(=C2CCCC12)NC(=O)NS(=O)(=N)C=1OC(=C(C1)CN1CC(C1)O)C